potassium acetyl sulfanilate S(=O)(C1=CC=C(C=C1)N)(=O)OC(C)=O.[K]